8-amino-6-(4-fluorophenyl)-N-[3-(2-hydroxypropan-2-yl)bicyclo[1.1.1]pentan-1-yl]-5-{3-methylimidazo[1,2-a]pyridin-6-yl}imidazo[1,2-a]pyrazine-2-carboxamide NC=1C=2N(C(=C(N1)C1=CC=C(C=C1)F)C=1C=CC=3N(C1)C(=CN3)C)C=C(N2)C(=O)NC23CC(C2)(C3)C(C)(C)O